F[C@H]1[C@@H]2COC[C@H](C[C@H]1NC)N2C(=O)[O-] (1S,5S,6R,7R)-6-fluoro-7-(methylamino)-3-oxa-9-azabicyclo[3.3.1]nonane-9-carboxylate